6-[(2-chloropyrimidin-4-yl)amino]-4,4,7-trimethyl-2,3-dihydroisoquinolin-1-one ClC1=NC=CC(=N1)NC=1C=C2C(CNC(C2=CC1C)=O)(C)C